ClC1=NN2C(C(=N1)N[C@@H]1[C@H](C3CCC1CC3)C(=O)OCC)=C(C=C2)C(F)(F)F Ethyl (1R,2S,3S,4R)-3-((2-chloro-5-(trifluoromethyl)pyrrolo[2,1-f][1,2,4]triazin-4-yl)amino)bicyclo[2.2.2]octane-2-carboxylate